acryloyloxypropyl phosphorothioate P(OCCCOC(C=C)=O)([O-])([O-])=S